CN1N=C(C=C1)NC1=NC(=NC=C1C=O)SC 4-((1-methyl-1H-pyrazol-3-yl)amino)-2-(methylthio)pyrimidine-5-carbaldehyde